4-chlorobenzyl (4-((3-methoxy-N,1-dimethyl-1H-pyrazole-5-carboxamido)meth-yl)phenyl)carbamate COC1=NN(C(=C1)C(=O)N(C)CC1=CC=C(C=C1)NC(OCC1=CC=C(C=C1)Cl)=O)C